Z-3-(2-cyanovinyl)-2,2-dimethyl-cyclopropanoic acid C(#N)\C=C/C1C(C1C(=O)O)(C)C